allyloxycarbonylsuccinimide C(C=C)OC(=O)C1C(=O)NC(C1)=O